methyl 4-(benzyloxy)-6-(4-((tert-butoxycarbonyl)(methyl)amino)piperidin-1-yl)hexanoate C(C1=CC=CC=C1)OC(CCC(=O)OC)CCN1CCC(CC1)N(C)C(=O)OC(C)(C)C